C(C)(=O)NN1C=CC2=CC(=CC=C12)Br 1-(Acetamido)-5-bromoindole